(S)-N-(4-((7-cyano-2-((4,4-difluoro-4,5,6,7-tetrahydropyrazolo[1,5-a]pyridin-2-yl)amino)-1-methyl-1H-imidazo[4,5-b]pyridin-6-yl)oxy)pyridin-2-yl)-3-methoxypyrrolidine-1-carboxamide C(#N)C1=C2C(=NC=C1OC1=CC(=NC=C1)NC(=O)N1C[C@H](CC1)OC)N=C(N2C)NC2=NN1C(C(CCC1)(F)F)=C2